9-((2R,4S,5R)-4-((tert-butyldimethylsilyl)oxy)-5-(((tert-butyldimethylsilyl)oxy)methyl)tetrahydrofuran-2-yl)-6-vinyl-9H-purine [Si](C)(C)(C(C)(C)C)O[C@H]1C[C@@H](O[C@@H]1CO[Si](C)(C)C(C)(C)C)N1C2=NC=NC(=C2N=C1)C=C